ClC=1C=C(C=CC1F)N(S(=O)(=O)CC)CC1=NC=C(C=C1)C=1OC(=NN1)C(F)(F)F N-(3-chloro-4-fluorophenyl)-N-((5-(5-(trifluoromethyl)-1,3,4-oxadiazol-2-yl)pyridin-2-yl)methyl)ethanesulfonamide